3,5-difluoro-N-hydroxybenzoimidoyl chloride FC=1C=C(C(=NO)Cl)C=C(C1)F